C(C)(C)(C)OC(=O)NCCCOC1=CC=C(C=C1)NC1=NN2C(C=N1)=CC=C2C=2C=NN(C2)C(CCCCC(=O)OC)C Methyl 6-(4-(2-((4-(3-((tert-butoxycarbonyl)amino)propoxy)phenyl)amino)pyrrolo[2,1-f][1,2,4]triazine-7-yl)-1H-pyrazol-1-yl)heptanoate